ClC=1C=C(C(=CC1)OC)O 4-chloro-guaiacol